[Si](C)(C)(C(C)(C)C)OCCOC1(OC2=C(N1)C=CC=C2)SC 2-((tert-butyldimethylsilyloxy)ethoxy)-2-(methylthio)benzo[d]oxazole